[C@H]12CN(C[C@H](CC1)N2)C=2C1=C(N=C(N2)OC[C@]23CCCN3C[C@@H](C2)F)C(=C(N=C1)C1=CC(=CC2=CC=C(C(=C12)C#C)F)O)F 4-(4-((1R,5S)-3,8-diazabicyclo[3.2.1]octan-3-yl)-8-fluoro-2-(((2R,7aS)-2-fluorotetrahydro-1H-pyrrolizin-7a(5H)-yl)methoxy)pyrido[4,3-d]pyrimidin-7-yl)-5-ethynyl-6-fluoronaphthalen-2-ol